3-chloro-5-(2-(4-((2-(4-(1-(1-(2-(2,6-dioxopiperidin-3-yl)-1,3-dioxoisoindolin-5-yl)azetidin-3-yl)piperidin-4-yl)piperazin-1-yl)pyrimidin-4-yl)methoxy)phenyl)propan-2-yl)benzonitrile ClC=1C=C(C#N)C=C(C1)C(C)(C)C1=CC=C(C=C1)OCC1=NC(=NC=C1)N1CCN(CC1)C1CCN(CC1)C1CN(C1)C=1C=C2C(N(C(C2=CC1)=O)C1C(NC(CC1)=O)=O)=O